4-(4-(4,4,5,5-tetramethyl-1,3,2-dioxaborolan-2-yl)-1H-pyrazol-1-yl)piperidine-1-carboxylic acid tert-butyl ester C(C)(C)(C)OC(=O)N1CCC(CC1)N1N=CC(=C1)B1OC(C(O1)(C)C)(C)C